Dehydroleucine CC(C)/C=C(/C(=O)O)\N